C(C)OC=1C(=NC=CC1)OC1CN(CCC1)C1=CN=CC(=N1)NC1=C(C(=NC=C1)C1=CC=CC=C1CC(C(=O)O)(C)C)F 3-(6-((6-(3-((3-ethoxypyridin-2-yl)oxy)piperidin-1-yl)pyrazin-2-yl)amino-fluoropyridin-2-yl)phenyl)-2,2-dimethylpropanoic acid